Cl.CN(C)CC=1C=2C=C3C(=NC2C=CC1O)C1=CC2=C(C(N1C3)=O)COC([C@]2(O)CC)=O (S)-10-((dimethylamino)methyl)-4-ethyl-4,9-dihydroxy-1,12-dihydro-14H-pyrano[3',4':6,7]indolizino[1,2-b]quinoline-3,14(4H)-dione hydrochloride